N-(4-(3-hydroxyoxetan-3-yl)phenyl)trifluoroacetamide OC1(COC1)C1=CC=C(C=C1)NC(C(F)(F)F)=O